[5-(1-amino-4-methylphthalazin-6-yl)-2-fluoro-4-methoxyphenyl]boronic acid NC1=NN=C(C2=CC(=CC=C12)C=1C(=CC(=C(C1)B(O)O)F)OC)C